C(C=C)(=O)OCCCCO HydroxyButyl Acrylate